CC=1C=C(C=CC1C)N1N=C(C=2C=NC=3C=CC(=CC3C21)OC)C2=CC(=CC=C2)N2CCN(CC2)C 1-(3,4-dimethylphenyl)-8-methoxy-3-[3-(4-methylpiperazin-1-yl)phenyl]-1H-pyrazolo[4,3-c]quinoline